3-[2-fluoro-4-(2,3,5,6-tetrafluorophenoxy)phenyl]-1-(piperidin-3-yl)-1H-pyrazolo[3,4-d]pyrimidin-4-amine FC1=C(C=CC(=C1)OC1=C(C(=CC(=C1F)F)F)F)C1=NN(C2=NC=NC(=C21)N)C2CNCCC2